FC(C1=NN(C=C1C(=O)NC1CCC(CC1)NC1=CC=CC=2N1C=C(N2)C(F)(F)F)CC(F)(F)F)F 3-(difluoromethyl)-N-[(1s,4s)-4-{[2-(trifluoromethyl)imidazo[1,2-a]pyridin-5-yl]amino}cyclohexyl]-1-(2,2,2-trifluoroethyl)-1H-pyrazole-4-carboxamide